NC1=CC=C(C=C1)C(C(=O)NC(C)(C)C)N(C(C#C)=O)C1=CC(=CC=C1)S(N)(=O)=O N-(1-(4-Aminophenyl)-2-(tert-butylamino)-2-oxoethyl)-N-(3-sulfamoylphenyl)-propiolamide